tert-Butyl 7-(2-cyanophenyl)-2,7-diazaspiro[4.4]nonane-2-carboxylate C(#N)C1=C(C=CC=C1)N1CC2(CCN(C2)C(=O)OC(C)(C)C)CC1